C1(CC1)C1(CCN(CC1)C=1C=NC(=CC1)[N+](=O)[O-])O 4-cyclopropyl-1-(6-nitropyridin-3-yl)piperidin-4-ol